OC[C@H]1[C@H](C1)CN(CCCCCCCC(=O)N(CCCCCCCCCC)CCCCCCCCCC)CCCCCCCC(=O)N(CCCCCCCCCC)CCCCCCCCCC 8,8'-((((1s,2r)-2-(hydroxymethyl)cyclopropyl)methyl)azanediyl)bis(N,N-didecyloctanamide)